CC([O-])C.[Hf+4].CC([O-])C.CC([O-])C.CC([O-])C hafnium Isopropoxide